C1=CC=CC=2C3=CC=CC=C3NC12 9H-Carbazol